C1(CC1)N1CCN(CC1)CC(=O)O 2-(4-cyclopropylpiperazin-1-yl)acetic acid